cis-4-nitro-6,6a-dihydro-1aH-indeno[1,2-b]oxirene [N+](=O)([O-])C1=CC=2C[C@H]3[C@H](O3)C2C=C1